C(C)(C)C=1C2=C(NC1)SC=C2C 4-isopropyl-3-methyl-6H-thieno[2,3-b]pyrrole